(Thienyl)-[1,2,5]thiadiazole S1C(=CC=C1)C1=NSN=C1